OCC=1C=C2CN(C(C2=CC1)=O)N1C(NC(CC1)=O)=O 1-(5-(Hydroxymethyl)-1-oxoisoindolin-2-yl)dihydropyrimidine-2,4(1H,3H)-dione